3-hydroxy-2-(oct-2-yl)cyclopent-2-en-1-one OC1=C(C(CC1)=O)C(C)CCCCCC